ClC1=C(C=CC=C1)N1C(C(=C(C2=CC=C(N=C12)C(F)(F)F)N1C[C@@H](CC1)O)F)=O (R)-1-(2-chlorophenyl)-3-fluoro-4-(3-hydroxypyrrolidin-1-yl)-7-(trifluoromethyl)-1,8-naphthyridin-2(1H)-one